1-(4-(3-hydroxypropoxy)indolin-1-yl)-2-((2-methyl-5-(3-methyl-1,2,4-thiadiazol-5-yl)phenyl)amino)ethan-1-one OCCCOC1=C2CCN(C2=CC=C1)C(CNC1=C(C=CC(=C1)C1=NC(=NS1)C)C)=O